CC1(C(CC2=CC=CC=C12)NC1=CC=C(C=N1)C(C(F)(F)F)N(C(=O)C1CN(C1)C(=O)OC(C)(C)C)C)C tert-Butyl 3-((1-(6-((1,1-dimethyl-2,3-dihydro-1H-inden-2-yl)amino)pyridin-3-yl)-2,2,2-trifluoroethyl)(methyl)carbamoyl)azetidine-1-carboxylate